C(C)(C)(C)OC(=O)N(OCCCN1CCN(CC1)C(=O)OCC1=CC=CC=C1)C benzyl 4-[3-[tert-butoxycarbonyl(methyl)amino]oxypropyl]piperazine-1-carboxylate